N-(4-((3-(methylsulfonyl)phenyl)amino)-5-(1-(tetrahydrofuran-3-yl)-1H-pyrazol-3-yl)pyridin-2-yl)acetamide CS(=O)(=O)C=1C=C(C=CC1)NC1=CC(=NC=C1C1=NN(C=C1)C1COCC1)NC(C)=O